ClC1=C(C=C(N=N1)O)C(F)(F)F 6-chloro-5-(trifluoromethyl)pyridazin-3-ol